6-chloro-2-methyl-1-pyrimidin-2-yl-1,2-dihydro-3H-pyrazolo[3,4-d]pyrimidin-3-one ClC1=NC=C2C(=N1)N(N(C2=O)C)C2=NC=CC=N2